Cl.NCCCCNC(C(=CC)C)=O N-(4-aminobutyl)-2-methylbut-2-enamide HCl salt